1-spiro[3.3]hept-2-yl-3-[4-(2,2,2-trifluoro-1-methyl-ethoxy)-pyridin-2-ylmethyl]-urea C1C(CC12CCC2)NC(=O)NCC2=NC=CC(=C2)OC(C(F)(F)F)C